2-(cyclopropoxy)-N-(1,1-dimethylsilepan-4-yl)-4H-pyrrolo[2,3-d]thiazole-5-carboxamide C1(CC1)OC=1SC2=C(N1)NC(=C2)C(=O)NC2CC[Si](CCC2)(C)C